4H-pyrrolo[3,2-d]pyrimidin-4-one N=1C=NC(C=2C1C=CN2)=O